5-[1-(4-methoxyphenyl)-1H-benzimidazol-6-yl]-1,3,4-oxadiazole-2(3H)-thione COC1=CC=C(C=C1)N1C=NC2=C1C=C(C=C2)C2=NNC(O2)=S